(32S,35S)-1-(9H-fluoren-9-yl)-32-isopropyl-35-methyl-3,30,33-trioxo-2,7,10,13,16,19,22,25,28-nonaoxa-4,31,34-triazahexatriacontan-36-amide C1=CC=CC=2C3=CC=CC=C3C(C12)COC(NCCOCCOCCOCCOCCOCCOCCOCCOCC(N[C@H](C(N[C@H](C(=O)N)C)=O)C(C)C)=O)=O